2-nitroprop-1-en [N+](=O)([O-])C(=C)C